2,4-Dimethyldiphenylamine CC1=CC(=C(C=C1)NC2=CC=CC=C2)C